FC1=CC=C(C=C1)N1C=NN(C1=O)CC1=CC(=C(OC(C(=O)O)(C)C)C=C1)C 2-(4-((4-(4-Fluorophenyl)-5-oxo-4,5-dihydro-1H-1,2,4-triazol-1-yl)meth-yl)-2-methylphenoxy)-2-methylpropionic acid